12-((Z)-dec-4-en-1-yl)docosa-6,16-dien C(CC\C=C/CCCCC)C(CCCCC=CCCCCC)CCCC=CCCCCC